O1CCN(CC1)CC1=CC=C(C=C1)C1=CC=C(C=C1)NC(=O)C1C(C1)C1=NC=CC=C1 N-(4'-(morpholinomethyl)-[1,1'-biphenyl]-4-yl)-2-(pyridin-2-yl)cyclopropane-1-carboxamide